OC=1C=CC2=CC=CC=C2C1 3-Hydroxy-naphthalene